3-phospho-rac-glycerol, sodium salt [Na].P(=O)(O)(O)OC[C@@H](CO)O |r|